COC=1C=C(CC2CCNCC2)C=CC1 4-(3-methoxybenzyl)piperidine